(2r,3r)-4-(2-(5-cyclopropyl-4,7-difluoro-3,3-dimethyl-2-oxoindol-1-yl) acetamido)-2,3-dimethylbutyrate C1(CC1)C=1C(=C2C(C(N(C2=C(C1)F)CC(=O)NC[C@@H]([C@H](C(=O)[O-])C)C)=O)(C)C)F